C1(CC1)C=1C=CC=C2C(=CNC12)C#N 7-cyclopropyl-1H-indole-3-carbonitrile